7-(8-ethyl-7-fluoro-3-(methoxymethoxy)naphthalen-1-yl)-8-fluoropyrido[4,3-d]pyrimidine-2,4-diol C(C)C=1C(=CC=C2C=C(C=C(C12)C1=C(C=2N=C(N=C(C2C=N1)O)O)F)OCOC)F